9-Methyl-1-(o-tolyl)-3-(trifluoromethyl)-3H-pyrrolo[1,2-a]indol-3-ol CC1=C2N(C=3C=CC=CC13)C(C=C2C2=C(C=CC=C2)C)(O)C(F)(F)F